2,3-Dihydro-7-hydroxy-2-(3-hydroxy-4-methoxy-phenyl)-4H-1-benzopyran-4-one OC1=CC2=C(C(CC(O2)C2=CC(=C(C=C2)OC)O)=O)C=C1